N-(methyl)lysine CN[C@@H](CCCCN)C(=O)O